3,7-bis(4-pyridyl)-10-(4-pyridyl)phenothiazine N1=CC=C(C=C1)C=1C=CC=2N(C3=CC=C(C=C3SC2C1)C1=CC=NC=C1)C1=CC=NC=C1